(S)-4-(6-(6-(allyloxy)-2,3-dichlorophenyl)-6,7-dihydro-5H-pyrrolo[2,1-c][1,2,4]triazol-3-yl)piperidine-1-carboxylic acid tert-butyl ester C(C)(C)(C)OC(=O)N1CCC(CC1)C=1N2C(=NN1)C[C@H](C2)C2=C(C(=CC=C2OCC=C)Cl)Cl